ClC1=NC=CC=2C=C(N3C(C12)=CC=N3)C(=O)N 1-chloropyrazolo[5,1-a][2,7]naphthyridine-6-carboxamide